5-chloro-N2-[(1S)-1-(5-fluoro-2-pyrimidinyl)ethyl]-N4-(5-methyl-1H-pyrazol-3-yl)-2,4-pyrimidinediamine ClC=1C(=NC(=NC1)N[C@@H](C)C1=NC=C(C=N1)F)NC1=NNC(=C1)C